C1(=CC=CC=C1)C=1C(=C(C=2CC3=CC=CC=C3C2C1)NC1=C(C=CC=C1)C1=CC=CC=2OC3=C(C21)C=CC=C3)C3=CC=CC=C3 (diphenylfluorenyl)(dibenzofuranylphenyl)amine